2-methyl-8-[5-(4-pyridyl)-3-pyridyl]-2,8-diazaspiro[4.5]decan-1-one CN1C(C2(CC1)CCN(CC2)C=2C=NC=C(C2)C2=CC=NC=C2)=O